tert-Butyl-N-[[4-(1,2-dihydroxyethyl)-7-[4-(trifluoromethoxy)phenyl]-2,3-dihydrobenzofuran-5-yl]methyl]carbamate C(C)(C)(C)OC(NCC=1C=C(C2=C(CCO2)C1C(CO)O)C1=CC=C(C=C1)OC(F)(F)F)=O